C(C(=O)OCCC(C=C(CCC)CCC)C)(=O)OCC ethyl (3-methyl-5-propyloct-4-en-1-yl) oxalate